C(C)(C)(C)N(C(O)=O)CCCCOC1=C(C=C(C=C1)C=O)O.CC1(C2=CC(=CC=C2C=2C=CC(=CC12)C(CCCCCCC)=O)C(C1=C(C=CC=C1)C)=O)C 1-(9,9-dimethyl-7-(2-methylbenzoyl)-9H-fluoren-2-yl)octane-1-one Tert-butyl-(4-(4-formyl-2-hydroxyphenoxy)butyl)carbamate